NC=1SC2=C(C1C#N)C(=CC=C2F)C2=C(C=C1C(=NC(=NC1=C2F)OC[C@H]2N(CCC2)C)N2CC1CCC(C2)N1)Cl 2-amino-4-[6-chloro-4-(3,8-diazabicyclo[3.2.1]octan-3-yl)-8-fluoro-2-[[(2S)-1-methylpyrrolidin-2-yl]methoxy]quinazolin-7-yl]-7-fluoro-benzothiophene-3-carbonitrile